carbamic acid-1-chloroethyl ester ClC(C)OC(N)=O